C(C)(C)(C)C1=CC(=NN1C)NC(CC1=NC=C(C=C1F)OC1=CC=NC2=CC=C(C=C12)S(=O)(=O)C)=O N-(5-(tert-butyl)-1-methyl-1H-pyrazol-3-yl)-2-(3-fluoro-5-((6-(methylsulfonyl)quinolin-4-yl)oxy)pyridin-2-yl)acetamide